BrC1=C2CC[C@@H](C2=CC=C1)N (1S)-4-Bromoindan-1-amine